C(C1=CC=CC=C1)N1C2=C(SCC1=O)C=CC(=C2)NC(=O)NC2=CNC1=CC=C(C=C21)C=2C=NN(C2)CC 1-(4-benzyl-3-oxo-3,4-dihydro-2H-benzo[b][1,4]thiazin-6-yl)-3-(5-(1-ethyl-1H-pyrazol-4-yl)-1H-indol-3-yl)urea